pentamethylcyclopentadienyl(1-n-propyl-benz[e]indenyl)hafnium CC1=C(C(=C(C1([Hf]C=1CC=2C=CC3=C(C2C1CCC)C=CC=C3)C)C)C)C